6-chloro-4-((3-methoxy-2-(2-cyclopropyl-2H-1,2,3-triazol-4-yl)pyridin-4-yl)amino)-N-(methyl-d3)pyridazine-3-carboxamide ClC1=CC(=C(N=N1)C(=O)NC([2H])([2H])[2H])NC1=C(C(=NC=C1)C1=NN(N=C1)C1CC1)OC